[C@@H]1(C[C@H](CCC1)NC(CCCN(CCC(=O)OCCC#C)CCC(=O)OCCC#C)=O)NC(CCCN(CCC(=O)OCCC#C)CCC(=O)OCCC#C)=O tetra(but-3-yn-1-yl) 3,3',3'',3'''-(((((1R,3S)-cyclohexane-1,3-diyl)bis(azanediyl))bis(4-oxobutane-4,1-diyl))bis(azanetriyl))tetrapropionate